4-fluoro-2-isopropyl-6-(6-methoxy-pyridin-3-yl)aniline tert-Butyl-3-(4-(4,4,5,5-tetramethyl-1,3,2-dioxaborolan-2-yl)phenyl)hexahydrocyclopenta[b][1,4]oxazine-4(4aH)-carboxylate C(C)(C)(C)OC(=O)N1C2C(OCC1C1=CC=C(C=C1)B1OC(C(O1)(C)C)(C)C)CCC2.FC2=CC(=C(N)C(=C2)C=2C=NC(=CC2)OC)C(C)C